tert-butyl (1R,3S)-3-((5-fluoro-4-(3-(2-oxopyridin-1(2H)-yl)phenyl)pyrimidin-2-yl)amino)cyclohexane-1-carboxylate FC=1C(=NC(=NC1)N[C@@H]1C[C@@H](CCC1)C(=O)OC(C)(C)C)C1=CC(=CC=C1)N1C(C=CC=C1)=O